Cl.ClC=1C=C(C=CC1)C(COC)(C)N 2-(3-chlorophenyl)-1-methoxypropane-2-amine hydrochloride